(3Z)-6-(hexoxymethoxy)-3-hexenyl-magnesium chloride C(CCCCC)OCOCC\C=C/CC[Mg]Cl